methyl 3-(2-(4-isopropylpiperazin-1-yl) propionamido)-4-methylthiophene-2-carboxylate C(C)(C)N1CCN(CC1)C(C(=O)NC1=C(SC=C1C)C(=O)OC)C